2,6-dichloroterephthalic acid ClC1=C(C(=O)O)C(=CC(=C1)C(=O)O)Cl